[C@H](C)(CC)NC=1N=CC2=C(N1)NC=C2C2=CC=1N(C=C2)N=CC1C(=O)N1CCCCC1 (S)-(5-(2-(sec-butylamino)-7H-pyrrolo[2,3-d]pyrimidin-5-yl)pyrazolo[1,5-a]pyridin-3-yl)(piperidin-1-yl)methanone